P(=O)([O-])([O-])O.[Ca+2] Monocalcium orthophosphat